ClC1=C(C=C(C=C1OC)OC)C1=CC2=C(N=C(N=C2)SC)N(C1=O)CCN1CCC(CC1)NC(OC(C)(C)C)=O tert-butyl (1-(2-(6-(2-chloro-3,5-dimethoxyphenyl)-2-(methylthio)-7-oxopyrido[2,3-d]pyrimidin-8(7H)-yl)ethyl)piperidin-4-yl)carbamate